C(C1=CC=CC=C1)=C1C(N(C(S1)=NN=C1C(NC2=CC=C(C=C12)Br)=O)C1=C(C=CC=C1C)C)=O 3-(2-(5-benzylidene-3-(2,6-dimethylphenyl)-4-oxothiazolidin-2-ylidene)hydrazono)-5-bromo-1H-indol-2-one